(R)-N-(2-(1-methylpyrrolidin-2-yl)-1H-pyrrolo[3,2-c]pyridin-6-yl)-3-(oxetan-3-yl)imidazo[1,5-a]pyridine-7-carboxamide CN1[C@H](CCC1)C1=CC=2C=NC(=CC2N1)NC(=O)C1=CC=2N(C=C1)C(=NC2)C2COC2